5-(2,8-dimethylimidazo[1,2-a]pyridin-6-yl)-2-{3-[(3S)-3-(propan-2-yl)piperazin-1-yl]-1,2,4-triazin-6-yl}phenol dihydrochloride Cl.Cl.CC=1N=C2N(C=C(C=C2C)C=2C=CC(=C(C2)O)C2=CN=C(N=N2)N2C[C@@H](NCC2)C(C)C)C1